COC(CC=1SC2=C(N(C=3C(N(N=CC32)CC3=C2C=NN(C2=CC=C3)COCC[Si](C)(C)C)=O)C)N1)=O 2-(4-methyl-5-oxo-6-((1-((2-(trimethylsilyl)ethoxy)methyl)-1H-indazol-4-yl)methyl)-5,6-dihydro-4H-thiazolo[5',4':4,5]Pyrrolo[2,3-d]Pyridazin-2-yl)acetic acid methyl ester